(2'S,7R)-2-chloro-2'-methyl-1'-prop-2-ynyl-spiro[4,5-dihydrothieno[2,3-c]pyran-7,4'-piperidine] ClC1=CC2=C(S1)[C@@]1(C[C@@H](N(CC1)CC#C)C)OCC2